mono-dansyl-piperazine S(=O)(=O)(C1=CC=CC=2C(N(C)C)=CC=CC12)N1CCNCC1